ethyl 5-(furan-2-yl)-1,3,4-thiadiazole-2-carboxylate O1C(=CC=C1)C1=NN=C(S1)C(=O)OCC